N'-hydroxycyclobutanecarboxamidine ON=C(N)C1CCC1